(±)-trans-Methyl 2-(((6-(5-(azidomethyl)-1-methyl-1H-1,2,3-triazol-4-yl)-2-methylpyridin-3-yl)oxy)methyl)cyclobutanecarboxylate N(=[N+]=[N-])CC1=C(N=NN1C)C1=CC=C(C(=N1)C)OC[C@H]1[C@@H](CC1)C(=O)OC |r|